2-(5-((diphenylmethylene)amino)-4-fluoro-2',4'-dioxo-2,3-dihydrospiro[indene-1,5'-oxazolidine]-3'-yl)acetic acid t-butyl ester C(C)(C)(C)OC(CN1C(OC2(C1=O)CCC1=C(C(=CC=C12)N=C(C1=CC=CC=C1)C1=CC=CC=C1)F)=O)=O